5-(2,4-difluorophenyl)-N-[2-(1-methylpyrazol-4-yl)-2-(5-methyl-2-pyridyl)propyl]isoxazole-3-carboxamide FC1=C(C=CC(=C1)F)C1=CC(=NO1)C(=O)NCC(C)(C1=NC=C(C=C1)C)C=1C=NN(C1)C